4-((9-cyclopentyl-7,7-difluoro-5-methyl-6-oxo-6,7,8,9-tetrahydro-5H-pyrimido[4,5-b][1,4]diazepin-2-yl)amino)-2-fluoro-5-isopropoxybenzoic acid C1(CCCC1)N1C2=C(N(C(C(C1)(F)F)=O)C)C=NC(=N2)NC2=CC(=C(C(=O)O)C=C2OC(C)C)F